NC(CNC(OC(C)(C)C)=O)C1=CC=CC=C1 tert-butyl (2-amino-2-phenylethyl)carbamate